ClC1=C(C(=O)NCC(N2CCC(CC2)OC2=NC(=NS2)C)C2=C(N=CS2)C(F)F)C(=CC=C1)F 2-Chloro-N-{2-[4-(difluoromethyl)-1,3-thiazol-5-yl]-2-{4-[(3-methyl-1,2,4-thiadiazol-5-yl)oxy]piperidin-1-yl}ethyl}-6-fluorobenzamid